ClCC(C[Si](O[Si](C)(C)C)(O[Si](C)(C)C)O[Si](C)(C)C)C1=CC=CC=C1 chloromethylphenylethyltris(trimethylsiloxy)silane